ClC=1C(N(N=CC1NC[C@@H]1COCCC1)C1CC(N(CC1)S(=O)(=O)C1=C(C(=CC(=C1)C1CC1)F)OC)(C)C)=O 4-chloro-2-[1-(5-cyclopropyl-3-fluoro-2-methoxy-phenyl)sulfonyl-2,2-dimethyl-4-piperidyl]-5-[[(3R)-tetrahydropyran-3-yl]methylamino]pyridazin-3-one